1-[5-tert-butyl-2-p-tolyl-2H-pyrazol-3-yl]-3-[4-(3-(piperidin-1-yl)propan-1-yl)naphthalen-1-yl]-urea C(C)(C)(C)C=1C=C(N(N1)C1=CC=C(C=C1)C)NC(=O)NC1=CC=C(C2=CC=CC=C12)CCCN1CCCCC1